N1C=CC=2C(=CC=CC12)C(=O)N[C@@H](CC1=CC=CC=C1)C(=O)OC methyl (1H-indole-4-carbonyl)phenylalaninate